FC1=C(C=CC=C1)N1CCN(CC1)C(=O)NC1=C(N=NS1)C(=O)O 5-{[4-(2-Fluoro-phenyl)-piperazine-1-carbonyl]-amino}-[1,2,3]thiadiazole-4-carboxylic acid